Cl(=O)(=O)(=O)[O-].[Na+] Natrium perchlorat